C(C=C)OC1=CC(=C(C=C1)N1N=C2C(=N1)C=CC=C2)O 2-(4-allyloxy-2-hydroxyphenyl)-2H-benzotriazole